(Z)-4-(2-cyano-2-(4-hydroxyphenyl)vinyl)benzonitrile C(#N)\C(=C/C1=CC=C(C#N)C=C1)\C1=CC=C(C=C1)O